FC(C(C(C(C(F)(F)I)(F)F)(F)F)(F)F)(C(F)(F)F)F tridecaFluorohexyl iodide